5-(chloromethyl)-3-methyl-isoxazole ClCC1=CC(=NO1)C